(R)-N-(2-(4-(3-(1H-Benzo[d]imidazol-1-yl)propoxy)phenyl)-2-hydroxyethyl)-N-methyl-acetamide N1(C=NC2=C1C=CC=C2)CCCOC2=CC=C(C=C2)[C@H](CN(C(C)=O)C)O